((2-(6-oxo-7-oxa-2,5-diazaspiro[3.4]octane-2-carbonyl)-2-azaspiro[3.3]heptan-6-ylidene)methyl)boronic acid O=C1NC2(CN(C2)C(=O)N2CC3(C2)CC(C3)=CB(O)O)CO1